1-[2-(cyclopropylamino)ethyl]-1H-indole-2-carboxylic acid ethyl ester C(C)OC(=O)C=1N(C2=CC=CC=C2C1)CCNC1CC1